(1S,4S)-1-(5,6-difluoro-N-methyl-1H-indole-2-carboxamido)-8,9-difluoro-6-oxo-1,4,5,6-tetrahydro-2H-pyrano[3,4-c]isoquinolin-4-yl 2-ethylbutanoate C(C)C(C(=O)O[C@@H]1OC[C@H](C2=C1NC(C=1C=C(C(=CC21)F)F)=O)N(C(=O)C=2NC1=CC(=C(C=C1C2)F)F)C)CC